FS(=O)(=N)F.[Li] lithium bis(fluoro)sulfoximine